N-(2,4-difluoro-3-(N-(methylsulfonyl)methylsulfonylamino)phenyl)benzamide FC1=C(C=CC(=C1NS(=O)(=O)CS(=O)(=O)C)F)NC(C1=CC=CC=C1)=O